C(C)(C)(C)C1=C(C=C(C=C1)NC(C(C1=CC=C(C=C1)COC)NC(=O)N1CC(CC1)O)=O)C#N N-(2-((4-tert-butyl-3-cyanophenyl)amino)-1-(4-(methoxymethyl)phenyl)-2-oxoethyl)-3-hydroxypyrrolidine-1-carboxamide